methyl 2-(((1R,6S)-6-(6-(benzyloxy) pyridin-2-yl)-3-azabicyclo[4.1.0]hept-3-yl) methyl)-1-((S)-oxetan-2-ylmethyl)-1H-benzo[d]imidazole-6-carboxylate C(C1=CC=CC=C1)OC1=CC=CC(=N1)[C@]12CCN(C[C@@H]2C1)CC1=NC2=C(N1C[C@H]1OCC1)C=C(C=C2)C(=O)OC